C(C)(C)(CC)C1=CC=C(C(=C1)C(C)(C)CC)O 4,6-di(tert-pentyl)phenol